3-[5-(4-fluoro-1-methyl-4-piperidyl)-2-oxo-benzo[cd]indol-1-yl]piperidine-2,6-dione FC1(CCN(CC1)C)C=1C=CC=2C(N(C3=CC=CC1C23)C2C(NC(CC2)=O)=O)=O